3-chloro-4-(2-hydroxyethoxy)-N-[1-[(4-methoxyphenyl)methyl]-5-(5-methyl-1H-benzimidazol-2-yl)pyrazol-3-yl]benzamide ClC=1C=C(C(=O)NC2=NN(C(=C2)C2=NC3=C(N2)C=CC(=C3)C)CC3=CC=C(C=C3)OC)C=CC1OCCO